1-(3-chloro-4-methylphenyl)-3-(3-((2-(2,6-dioxopiperidin-3-yl)-1-oxoisoindolin-5-yl)thio)propyl)urea ClC=1C=C(C=CC1C)NC(=O)NCCCSC=1C=C2CN(C(C2=CC1)=O)C1C(NC(CC1)=O)=O